O=C1NC(CC[C@@H]1NC(=O)C1=CC=C(C=C1)N1CCN(CC1)CC1CCN(CC1)C(=O)OC(C)(C)C)=O tert-butyl (S)-4-((4-(4-((2,6-dioxopiperidin-3-yl)carbamoyl)phenyl)piperazin-1-yl)methyl)piperidine-1-carboxylate